4-nitrophenyl ((S,2S)-2-(pyridin-2-yldisulfanyl)cyclohexyl) carbonate C(OC1=CC=C(C=C1)[N+](=O)[O-])(O[C@@H]1[C@H](CCCC1)SSC1=NC=CC=C1)=O